O=C(COC[C@H]1N(CCC1)C=1C=C(C(NC1)=O)C(F)(F)F)N1CCN(CC1)C1=NC=C(C=N1)C(F)(F)F (S)-5-(2-((2-oxo-2-(4-(5-(Trifluoromethyl)pyrimidin-2-yl)piperazin-1-yl)ethoxy)methyl)pyrrolidin-1-yl)-3-(trifluoromethyl)pyridin-2(1H)-one